CC1=C(C(=CC=C1)C)OP(=O)(OC1=C(C=CC=C1C)C)OC1=C(C=CC=C1C)C tri(2,6-dimethylphenyl)phosphate